1-pentyl-1,2,3-benzotriazole sulfate S(=O)(=O)(O)O.C(CCCC)N1N=NC2=C1C=CC=C2